BrC1=CC=C(C=C1)C=1NC=C(N1)C=O 2-(4-bromophenyl)-1H-imidazole-4-carbaldehyde